C(C)P(=O)(CC)C1=C2C(=NC=C1)C(=NN2C2CN(C2)C(C(=C)F)=O)C2=CC=C(C=C2)C(F)(F)F 1-(3-(7-(diethylphosphoryl)-3-(4-(trifluoromethyl)phenyl)-1H-pyrazolo[4,3-b]pyridin-1-yl)azetidin-1-yl)-2-fluoroprop-2-en-1-one